2,6-dichloro-N-{8-methyl-2-[1-(1-methylethyl)-1H-1,2,3-triazol-4-yl]-1,2,3,4-tetrahydropyrido[1,2-b]indazol-2-yl}-4-(3-methyl-1H-1,2,4-triazol-1-yl)benzamide ClC1=C(C(=O)NC2(CC3=C4N(N=C3CC2)C=C(C=C4)C)C=4N=NN(C4)C(C)C)C(=CC(=C1)N1N=C(N=C1)C)Cl